(E)-benzyl ((E)-4-trideuteriomethylguanidino-19-methyl-2,7-dioxo-1-oxa-4,6-diazacyclononadec-14-en-5-ylidene)carbamate [2H]C(N\1C(C(OC(CCC/C=C/CCCCCCC(N/C1=N\C(OCC1=CC=CC=C1)=O)=O)C)=O)NC(=N)N)([2H])[2H]